2,2-bis(4-aminocyclohexyl)propane NC1CCC(CC1)C(C)(C)C1CCC(CC1)N